N1=CC(=CC=C1)C(=O)C=1C=NC=CC1 Di(pyridin-3-yl)methanone